(R)-N-(2-(4-methylpiperazin-1-yl)-5-((6-(3-(3-phenoxyphenyl)isoxazolidin-2-yl)pyrimidin-4-yl)amino)phenyl)acrylamide CN1CCN(CC1)C1=C(C=C(C=C1)NC1=NC=NC(=C1)N1OCC[C@@H]1C1=CC(=CC=C1)OC1=CC=CC=C1)NC(C=C)=O